C(C1=CC=CC=C1)N1[C@@H](CN(C[C@@H](C1)O)C(=O)OC(C)(C)C)CCO tert-butyl (3R,6R)-4-benzyl-6-hydroxy-3-(2-hydroxy ethyl)-1,4-diazepane-1-carboxylate